(R)-N-Ethyl-5-fluoro-N-isopropyl-2-((5-(2-(2-methyl-6-oxohept-3-yl)-2,6-diazaspiro[3.4]oct-6-yl)-1,2,4-triazin-6-yl)oxy)benzamide C(C)N(C(C1=C(C=CC(=C1)F)OC1=C(N=CN=N1)N1CC2(CN(C2)[C@@H](C(C)C)CCC(C)=O)CC1)=O)C(C)C